C(C)(=O)NC1=NC=C(C(=C1)NC(OC(C)(C)C)=O)OCCCF tert-butyl (2-acetamido-5-(3-fluoropropoxy)pyridin-4-yl)carbamate